C(C)N(C(=O)C1=C(OC2=C(N=CN=N2)N2CC3(C2)CCN(CC3)C(=O)OC(C)(C)C)C=CC(=C1)F)C(C)C tert-butyl 2-(6-{2-[ethyl(propan-2-yl) carbamoyl]-4-fluorophenoxy}-1,2,4-triazin-5-yl)-2,7-diazaspiro[3.5]nonane-7-carboxylate